CO[C@@H]1CN(CCC1)CC=1C=C(C2=C(N=C(O2)C2=CC(=CC=C2)C2(CC(C2)C)C2=NN=CN2C)C1)C(F)(F)F 5-{[(3S)-3-Methoxypiperidin-1-yl]methyl}-2-{3-[(1r,3s)-3-methyl-1-(4-methyl-1,2,4-triazol-3-yl)cyclobutyl]phenyl}-7-(trifluoromethyl)-1,3-benzoxazole